2,4-dinitrophenylbutyric acid [N+](=O)([O-])C1=C(C=CC(=C1)[N+](=O)[O-])C(C(=O)O)CC